3a,4,5,6,7,7a-hexahydro-4,7-methano-1H-indenyl acrylate C=CC(=O)OC1C=CC2C1C3CCC2C3